FC(C(OC(C(OC(=C(F)F)F)(F)F)(C(F)(F)F)F)(F)F)(S(=O)(=O)O)F perfluoro-3,6-dioxa-4-methyl-7-octene-1-sulfonic acid